3-(5-(1-methyl-4-(piperidin-1-ylmethyl)-1H-pyrrolo[2,3-b]pyridin-6-yl)-1-oxoisoindolin-2-yl)piperidine-2,6-dione CN1C=CC=2C1=NC(=CC2CN2CCCCC2)C=2C=C1CN(C(C1=CC2)=O)C2C(NC(CC2)=O)=O